methyl-N-[2-oxo-2-[2-[3-[4-(trifluoromethyl)anilino]pyrazine-2-carbonyl]hydrazino]ethyl]carbamate COC(NCC(NNC(=O)C1=NC=CN=C1NC1=CC=C(C=C1)C(F)(F)F)=O)=O